3-((4-ethylphenyl)sulfonyl)-N-(4-methylpiperazin-1-yl)-6-(trifluoromethoxy)quinolin-4-amine C(C)C1=CC=C(C=C1)S(=O)(=O)C=1C=NC2=CC=C(C=C2C1NN1CCN(CC1)C)OC(F)(F)F